S(O)O Sulfoxylic Acid